N[C@H](C(=O)N[C@@H]1C[C@@](NC1)(C(=O)O)CCCCB(O)O)CO (2R,4R)-4-[[(2S)-2-amino-3-hydroxy-propanoyl]amino]-2-(4-boronobutyl)pyrrolidine-2-carboxylic acid